C(C)N1N=CC(=C1C=1C=NC=CC1)C1=NC(=NC=C1)SC 4-(1-Ethyl-5-(pyridin-3-yl)-1H-pyrazol-4-yl)-2-(methylthio)pyrimidine